potassium phosphate sodium acetate C(C)(=O)[O-].[Na+].P(=O)([O-])(O)O.[K+]